COC1=CC=C(CN2C(C(CCC2=O)N2C(C3=CC(=C(C=C3C2=O)C)C)=O)=O)C=C1 2-(1-(4-methoxybenzyl)-2,6-dioxopiperidin-3-yl)-5,6-dimethylisoindoline-1,3-dione